CC1(N(CCC1)C(=O)C1=CC=C(C=C1)C=1C(NC2=CC=C(C=C2C1)C1=CC=C(C=C1)N1CCN(CC1)C(C)C)=O)C 3-[4-(2,2-dimethylpyrrolidine-1-carbonyl)phenyl]-6-{4-[4-(propan-2-yl)piperazin-1-yl]phenyl}-1,2-dihydroquinolin-2-one